(4aR,8aS)-6-[6-[[6-[1-(trifluoromethyl)cyclopropyl]pyrazin-2-yl]methyl]-2-azaspiro[3.3]heptane-2-carbonyl]-4,4a,5,7,8,8a-hexahydropyrido[4,3-b][1,4]oxazin-3-one FC(C1(CC1)C1=CN=CC(=N1)CC1CC2(CN(C2)C(=O)N2C[C@@H]3[C@@H](OCC(N3)=O)CC2)C1)(F)F